BrC=C1OC2=C(C1)C=CC=C2 2-(bromomethyl-yl)benzofuranE